5-fluoro-2-(((3R,4R)-3-fluoro-1-(methylsulfonyl)piperidin-4-yl)amino)-7-((R)-1,1,1-trifluoropropan-2-yl)pyrrolo[2,1-f][1,2,4]triazine-6-carbonitrile FC=1C(=C(N2N=C(N=CC21)N[C@H]2[C@@H](CN(CC2)S(=O)(=O)C)F)[C@H](C(F)(F)F)C)C#N